C(C)(C)(C)OC(=O)N(C(OC(C)(C)C)=O)C1=NC2=CC(=CC(=C2C=C1)N1C[C@@H](N(CC1)C(C(C)C)=O)C)S(NC1(CC1)C)(=O)=O tert-butyl (S)-(tert-butoxycarbonyl)(5-(4-isobutyryl-3-methylpiperazin-1-yl)-7-(N-(1-methylcyclopropyl)sulfamoyl)quinolin-2-yl)carbamate